CC(C[C@@H]1C(C[C@@H]2N(CCC3=CC=C(C=C23)OC)C1)=O)(C)C (2R,3S,11bS)-3-(2,2-dimethylpropyl)-10-methoxy-1H,2H,3H,4H,6H,7H,11bH-pyrido[2,1-a]isoquinolin-2-one